ClC1=C(C(=CC=C1)C)N1COC2=C(C1=O)C=NC(=N2)NC2=CC=C(C=C2)N2CCC(CC2)N(C)C 3-(2-Chloro-6-methylphenyl)-7-((4-(4-(dimethylamino)piperidin-1-yl)phenyl)amino)-2,3-dihydro-4H-pyrimido[5,4-e][1,3]oxazin-4-one